ON\C=N\C1=NC=C(C(=C1)C)[N+](=O)[O-] (E)-N-hydroxy-N'-(4-methyl-5-nitropyridin-2-yl)formamidine